1-((2-(3-chlorophenyl)-1-cyclopropylethyl)amino)-3-(4-(methylsulfonyl)phenoxy)propan-2-ol ClC=1C=C(C=CC1)CC(C1CC1)NCC(COC1=CC=C(C=C1)S(=O)(=O)C)O